COCC1(CC1)NC(OCC1=CC=CC=C1)=O Benzyl [1-(methoxymethyl)cyclopropyl]carbamate